OC=1C(=CC2=C(C=C(S2)C(CC(C(=O)OC)(C)C)=O)C1)OC methyl 4-(5-hydroxy-6-methoxybenzothien-2-yl)-2,2-dimethyl-4-oxobutanoate